C(C)(C)(C)OC(=O)N1[C@H](CC(=C[C@H]1C1CCCCC1)OS(=O)(=O)C(F)(F)F)C1CCCCC1 cis-2,6-dicyclohexyl-4-(((trifluoromethyl)sulfonyl)oxy)-3,6-dihydropyridine-1(2H)-carboxylic acid tert-butyl ester